C(C)C1=NN=C2N1C1=C(C(=CC(=C1NC2(C)C)F)C=2C=CC=C1C(=CNC21)C)C 1-Ethyl-6-fluoro-4,4,9-trimethyl-8-(3-methyl-1H-indol-7-yl)-5H-[1,2,4]triazolo[4,3-a]quinoxaline